4-(6-(3,6-diazabicyclo[3.1.1]heptan-3-yl)pyridin-3-yl)-6-ethoxy-1H-pyrazolo[3',4':3,4]pyrazolo[1,5-a]pyridine sulfate S(=O)(=O)(O)O.C12CN(CC(N1)C2)C2=CC=C(C=N2)C=2C=1N(C=C(C2)OCC)N=C2C1C=NN2